FC=1C2(N3C(N(N1)C)=CC1=C3N=C(N=C1)NC1=CC=C(C=C1)S(=O)(=O)N)CCCCC2 4-((3'-fluoro-1'-methyl-1'H-spiro[cyclohexane-1,4'-pyrimido[5',4':4,5]pyrrolo[2,1-c][1,2,4]triazin]-7'-yl)amino)benzenesulfonamide